6H,7H,8H-imidazo[4,5-e][1,4]diazepine-5,8-dione N=1C=NC2=NC(CNC(C21)=O)=O